C[C@@H](C[C@@H](CC(=O)O)N)N The molecule is a chiral diamino acid consisting of hexanoic acid having amino substituents at the 3- and 5-positions and (S,S)-configuration. It is a beta-amino acid and a diamino acid. It derives from a hexanoic acid. It is a conjugate base of a (3S,5S)-3,5-diammoniohexanoate. It is a conjugate acid of a (3S,5S)-3,5-diaminohexanoate.